(S)-2-amino-3-(3-fluoro-4-((3-methyl-1H-pyrrolo[2,3-b]pyridin-4-yl)oxy)phenyl)-N-methylpropanamide N[C@H](C(=O)NC)CC1=CC(=C(C=C1)OC1=C2C(=NC=C1)NC=C2C)F